COC=1C=C2C(=NC=NC2=CC1OC)N1CCC2(CCN(C2)C(=O)OC(C)(C)C)CC1 tert-butyl 8-(6,7-dimethoxyquinazolin-4-yl)-2,8-diazaspiro[4.5]decane-2-carboxylate